(R)-N-((S)-(2-((diphenylphosphinomethyl)methyl)-1-(phenylsulfanyl)-1H-indol-3-yl)(phenyl)methyl)-2-methylpropane-2-sulfinamide C1(=CC=CC=C1)P(C1=CC=CC=C1)CCC=1N(C2=CC=CC=C2C1[C@@H](N[S@](=O)C(C)(C)C)C1=CC=CC=C1)SC1=CC=CC=C1